[Ti].CO Methanol Titanium